COC1=CC=C(CN(S(=O)(=O)C2=NN(C=C2F)C(C(=O)OC)(C)C)CC2=CC=C(C=C2)OC)C=C1 methyl 2-(3-(N,N-bis(4-methoxybenzyl)sulfamoyl)-4-fluoro-1H-pyrazol-1-yl)-2-methylpropanoate